C(\C=C\C(=O)[O-])(=O)[O-].C(C1=CC=CC=C1)C(CSSCC(CCSC)[NH3+])C(NCC(OC(OC(OCC)=O)C)=O)=O.C(C1=CC=CC=C1)C(CSSCC(CCSC)[NH3+])C(NCC(OC(OC(OCC)=O)C)=O)=O 10-benzyl-16-methyl-11,14,18-trioxo-15,17,19-trioxa-2,7,8-trithia-12-azahenicosan-5-aminium fumarate